NC1(CC1C=1C=CC(=C(C1)NC(=O)[C@@H]1N(C[C@@H](C1)O)C(=O)NC1=CC=C(C=C1)Cl)F)C1=CC=C(C=C1)C#N (2R,4R)-N2-(5-((+)-1-amino-1-(4-cyanophenyl)-3-cyclopropyl)-2-fluorophenyl)-N1-(4-chlorophenyl)-4-hydroxypyrrolidine-1,2-dicarboxamide